4-[(2R,3R)-2-(2-chloro-5-fluoro-3-methyl-phenyl)pyrrolidin-3-yl]morpholine hydrochloride Cl.ClC1=C(C=C(C=C1C)F)[C@H]1NCC[C@H]1N1CCOCC1